[Si](C)(C)(C(C)(C)C)OCCCC(CC)O 6-((tert-butyldimethylsilyl)oxy)hexan-3-ol